ethyl 4-(3-isopropyl-1,2,4-triazol-1-yl)pyrimidine-2-carboxylate C(C)(C)C1=NN(C=N1)C1=NC(=NC=C1)C(=O)OCC